tert-butyl 9-benzyl-7-((tert-butyldimethylsilyl)oxy)-3,9-diazabicyclo[3.3.1]nonane-3-carboxylate C(C1=CC=CC=C1)N1C2CN(CC1CC(C2)O[Si](C)(C)C(C)(C)C)C(=O)OC(C)(C)C